Dithiobiuret NC(=S)NC(=S)N